CN(C(=O)C(=O)C(C(=O)[O-])C1=C2C=CNC2=CC=C1)C [(dimethylcarbamoyl) carbonyl]-1H-indol-4-yl-acetate